ethyl (E)-3-(3-methoxyphenyl)acrylate COC=1C=C(C=CC1)/C=C/C(=O)OCC